NC/C(/CN1N=CN(C1=O)CC=1SC(=CC1)C=1C=C2NCCN(C2=CC1)C)=C\F 2-[(E)-2-(aminomethyl)-3-fluoro-allyl]-4-[[5-(1-methyl-3,4-dihydro-2H-quinoxalin-6-yl)-2-thienyl]methyl]-1,2,4-triazol-3-one